CC=1C=CC=C2C=C(COC12)C(=O)O 8-methyl-2H-chromene-3-carboxylic acid